di(1,1,1-trimethylolpropane) tetraacrylate C(C=C)(=O)O.C(C=C)(=O)O.C(C=C)(=O)O.C(C=C)(=O)O.C(O)C(CC)(CO)CO.C(O)C(CC)(CO)CO